2-(Trifluoromethyl)benzoylchloride FC(C1=C(C(=O)Cl)C=CC=C1)(F)F